(diphenylfluorenyl)(dibenzofuranylphenyl)(biphenyl)amine C1(=CC=CC=C1)C=1C(=C(C=2CC3=CC=CC=C3C2C1)C=1C(=C(C(=CC1)C1=CC=CC=C1)N)C1=C(C=CC=C1)C1=CC=CC=2OC3=C(C21)C=CC=C3)C3=CC=CC=C3